(S)-4-(5-(3-((7-bromo-2-((S)-3-carboxybutanoyl)-6-methoxy-4-methylisoindolin-5-yl)oxy)propoxy)-6-methoxyisoindolin-2-yl)-2-methyl-4-oxobutanoic acid BrC=1C(=C(C(=C2CN(CC12)C(C[C@H](C)C(=O)O)=O)C)OCCCOC=1C=C2CN(CC2=CC1OC)C(C[C@@H](C(=O)O)C)=O)OC